C(C1=CC=CC=C1)OCC1=NN(C(N1CC)=O)C=1C=C2C(=CN(C(C2=CC1F)=O)[C@H]1[C@@H](CCCC1)C)C(C)C |r| racemic-trans-6-(3-((benzyloxy)methyl)-4-ethyl-5-oxo-4,5-dihydro-1H-1,2,4-Triazol-1-yl)-7-fluoro-4-isopropyl-2-(2-methylcyclohexyl)isoquinolin-1(2H)-one